BrC=1C=C2C(=NC1)N(C=C2C=2C=CC(=C(C#N)C2)OC)S(=O)(=O)C2=CC=C(C)C=C2 5-(5-bromo-1-tosyl-1H-pyrrolo[2,3-b]pyridin-3-yl)-2-methoxybenzonitrile